CN1N=CC=C1C1CCC(CC1)C=O (1r,4r)-4-(1-methyl-1H-pyrazol-5-yl)cyclohexane-1-carbaldehyde